6-bromo-8-cyclopropyl-2-methylimidazo[1,2-a]pyridine BrC=1C=C(C=2N(C1)C=C(N2)C)C2CC2